methyl (S)-2-amino-3-(8-(5,6-dimethyl-3-(trifluoromethyl)pyridin-2-yl) imidazo[1,2-a]pyridin-5-yl)propanoate trifluoroacetate FC(C(=O)O)(F)F.N[C@H](C(=O)OC)CC1=CC=C(C=2N1C=CN2)C2=NC(=C(C=C2C(F)(F)F)C)C